2-(2-mercaptophenylimino)-4-(4-methylphenyl)oxazole SC1=C(C=CC=C1)N=C1OC=C(N1)C1=CC=C(C=C1)C